NC(CN1C=NC=C1)C N-(2-Aminopropyl)-imidazol